FC(C1=CC(=NN1C)C(=O)O\N=C(/N)\C1(CC1)C=1C=NC=CC1)F (Z)-N'-((5-(difluoromethyl)-1-methyl-1H-pyrazole-3-carbonyl)oxy)-1-(pyridin-3-yl)cyclopropane-1-carboximidamide